CC1=C2COC(C2=CC=C1C1=CN=CC(=N1)C=O)=O 6-(4-methyl-1-oxo-1,3-dihydroisobenzofuran-5-yl)pyrazine-2-carbaldehyde